3-chloro-5-(trifluoromethyl)benzene-1-sulfonyl chloride ClC=1C=C(C=C(C1)C(F)(F)F)S(=O)(=O)Cl